(S)-1-benzyl-4-fluoro-N-(5-methyl-4-oxo-7-(7-oxa-2-azaspiro[3.5]nonan-2-yl)-2,3,4,5-tetrahydrobenzo[b][1,4]oxazepin-3-yl)-1H-pyrazole-3-carboxamide C(C1=CC=CC=C1)N1N=C(C(=C1)F)C(=O)N[C@@H]1C(N(C2=C(OC1)C=CC(=C2)N2CC1(C2)CCOCC1)C)=O